C(C)(=O)N[C@H](C(=O)N[C@H](C(=O)O)CCC(C)(C)C)CC1=CNC2=CC=CC=C12 (2S)-2-[(2S)-2-acetamido-3-(1H-indol-3-yl)propionylamino]-5,5-dimethylhexanoic acid